C(C)N(C(OCC1=CC=CC=C1)=O)CCC1=C2C(=NC=3C=C4C(=CC13)OCO4)C4=CC1=C(C(N4C2)=O)COC([C@]1(O)CC)=O benzyl N-ethyl-N-(2-((S)-7-ethyl-7-hydroxy-8,11-dioxo-7,8,11,13-tetrahydro-10H-[1,3]dioxolo[4,5-g]pyrano[3',4':6,7]indolizino[1,2-b]quinolin-14-yl)ethyl)carbamate